allyl (5S,8S,10aR)-3-acetyl-5-(5-((diethoxyphosphoryl)difluoromethyl)benzo[b]thiophene-2-carboxamido)-6-oxodecahydropyrrolo[1,2-a][1,5]diazocine-8-carboxylate C(C)(=O)N1CC[C@@H]2N(C([C@H](C1)NC(=O)C1=CC3=C(S1)C=CC(=C3)C(F)(F)P(=O)(OCC)OCC)=O)[C@@H](CC2)C(=O)OCC=C